CC(C(=O)OC)(C)C1C=2C=CC=3CCN(C(C=4C=CC(CCCCCN5N=NC6=C5C=CC1=C6C)=CC4)=O)CC3C2 methyl 2-methyl-2-[32-methyl-20-oxo-8,9,10,21-tetrazahexacyclo[19.5.3.216,19.13,7.06,10.024,28]dotriaconta-1(27),3(32),4,6,8,16(31),17,19(30),24(28),25-decaen-2-yl]propanoate